tert-Butyl N-[2-[5-[1-benzyloxy-1-(trifluoromethyl)pent-4-enyl]-1,3,4-oxadiazol-2-yl]-6-[(1S)-1-methylbut-3-enoxy]-5-(trifluoromethyl)-3-pyridyl]-N-tert-butoxycarbonyl-carbamate C(C1=CC=CC=C1)OC(CCC=C)(C(F)(F)F)C1=NN=C(O1)C1=NC(=C(C=C1N(C(OC(C)(C)C)=O)C(=O)OC(C)(C)C)C(F)(F)F)O[C@H](CC=C)C